The molecule is an aromatic amide obtained by formal condensation of the carboxy group of 1-(2,2-difluoro-1,3-benzodioxol-5-yl)cyclopropane-1-carboxylic acid with the aromatic amino group of 3-(6-amino-3-methylpyridin-2-yl)benzoic acid. Used for the treatment of cystic fibrosis. It has a role as a CFTR potentiator and an orphan drug. It is a member of benzoic acids, a member of pyridines, an aromatic amide, a member of cyclopropanes, a member of benzodioxoles and an organofluorine compound. CC1=C(N=C(C=C1)NC(=O)C2(CC2)C3=CC4=C(C=C3)OC(O4)(F)F)C5=CC(=CC=C5)C(=O)O